2-(4-Chlorophenoxy)-N-[3-(5-tetrahydrofuran-2-yl-1,3,4-oxadiazol-2-yl)-1-bicyclo[1.1.1]pentanyl]acetamide ClC1=CC=C(OCC(=O)NC23CC(C2)(C3)C=3OC(=NN3)C3OCCC3)C=C1